D-cysteine HCl Cl.N[C@H](CS)C(=O)O